CN(CC#CC=1C(=CC(N(C1)C(C(=O)OC)CC(C)C)=O)C(F)(F)F)C methyl 2-(5-(3-(dimethylamino)prop-1-yn-1-yl)-2-oxo-4-(trifluoromethyl)pyridin-1(2H)-yl)-4-methylpentanoate